F\C=C(\C(F)F)/F (Z)-1,2,3,3-tetrafluoro-1-propene